(5,5-dimethyl-4,5,6,7-tetrahydrobenzo[d]thiazol-2-yl)methanol CC1(CCC2=C(N=C(S2)CO)C1)C